O[C@@H]1[C@@H](O)[C@H](O)[C@H](O)CO1 α-arabinose